Diphenyl-heptane C1(=CC=CC=C1)C(CCC)(CCC)C1=CC=CC=C1